N-((2S,3S,4R)-3,4-dihydroxy-1-(((2S,3R,4S,5R,6R)-3,4,5-trihydroxy-6-(hydroxymethyl)tetrahydro-2H-pyran-2-yl)oxy)octadecan-2-yl)-21-(oxetan-3-yl)henicosanamide O[C@@H]([C@H](CO[C@H]1O[C@@H]([C@@H]([C@@H]([C@H]1O)O)O)CO)NC(CCCCCCCCCCCCCCCCCCCCC1COC1)=O)[C@@H](CCCCCCCCCCCCCC)O